N'-(1,2,3,5,6,7-hexahydro-s-indacen-4-ylcarbamoyl)-2-(2-hydroxypropan-2-yl)thiazole-5-sulfonimidamide C1CCC2=C(C=3CCCC3C=C12)NC(=O)N=S(=O)(N)C1=CN=C(S1)C(C)(C)O